benzyl 4-((4-(benzyloxy)-2,3,6-trimethylbenzoyl)oxy)-2,3,6-trimethyl-5-vinylbenzoate C(C1=CC=CC=C1)OC1=C(C(=C(C(=O)OC2=C(C(=C(C(=O)OCC3=CC=CC=C3)C(=C2C=C)C)C)C)C(=C1)C)C)C